FC1=C(N)C(=C(C(=C1)F)F)F 2,4,5,6-tetrafluoroaniline